3-[4-[(R)-amino(4,5-dichloro-2-hydroxyphenyl)methyl]piperidine-1-carbonyl]oxetan-3-ol N[C@H](C1CCN(CC1)C(=O)C1(COC1)O)C1=C(C=C(C(=C1)Cl)Cl)O